[6-(3-cyclopropyl-1,2,4-triazol-1-yl)-2-azaspiro[3.3]heptan-2-yl]-[6-[[3-(trifluoromethyl)-1H-pyrazol-5-yl]methyl]-2-azaspiro[3.3]heptan-2-yl]methanone C1(CC1)C1=NN(C=N1)C1CC2(CN(C2)C(=O)N2CC3(C2)CC(C3)CC3=CC(=NN3)C(F)(F)F)C1